S1C(=CC=C1)C1C=NNC1C(=O)N 4-(thiophen-2-yl)-4,5-dihydro-1H-pyrazole-5-carboxamide